4-(2,6,6-trimethyl-1-cyclohex-2-enyl)butan CC=1C(C(CCC1)(C)C)CCCC